N1(C=NC=C1)C1=CC=C(\C=N\NC2=NC(=C3N=CN(C3=N2)[C@@H]2O[C@@H]([C@H]([C@H]2O)O)CO)N)C=C1 (2R,3R,4S,5R)-2-{2-{2-[(E)-4-(1H-imidazol-1-yl)benzylidene]hydrazino}-6-amino-9H-purin-9-yl}-5-(hydroxymethyl)tetrahydrofuran-3,4-diol